4-(4-fluorobenzylamino)-N-methylpiperidine FC1=CC=C(CNC2CCN(CC2)C)C=C1